FC1(C(C(C(C(C1(F)C#N)=O)(F)C#N)(F)C#N)=O)C#N 2,3,5,6-tetrafluorotetracyano-1,4-benzoquinone